C(C)(C)(C)OC(=O)N1CCC(CC1)C1=NC(=CC=C1)OC1(CC1)C1=C(C=C(C=C1)Br)F 4-(6-(1-(4-bromo-2-fluorophenyl)cyclopropyloxy)pyridin-2-yl)piperidine-1-carboxylic acid tert-butyl ester